2-chloro-3-(methylthio)-4-(trifluoromethoxy)benzoic acid ClC1=C(C(=O)O)C=CC(=C1SC)OC(F)(F)F